methyl 1-methyl-1H-1,2,4-triazole-3-carboxylate CN1N=C(N=C1)C(=O)OC